(R)-N-(1-(1H-indol-4-yl)ethyl)-5-(azetidin-3-yl(methyl)amino)-2-methylbenzamide N1C=CC2=C(C=CC=C12)[C@@H](C)NC(C1=C(C=CC(=C1)N(C)C1CNC1)C)=O